C(#N)CN1N=C(C(=C1)C1=CN=C2N1C=CN=C2NC2=CC(=C(C(=O)NCC(NCC1CCNCC1)=O)C=C2)CC)C(F)(F)F 4-[[3-[1-(cyanomethyl)-3-(trifluoromethyl)pyrazol-4-yl]imidazo[1,2-a]pyrazin-8-yl]amino]-2-ethyl-N-[2-oxo-2-(4-piperidylmethylamino)ethyl]benzamide